2,2,2-Trifluoroethyl (S)-2-amino-3-(4-methoxyphenyl)propanoate hydrochloride Cl.N[C@H](C(=O)OCC(F)(F)F)CC1=CC=C(C=C1)OC